tert-butyl (1S,3S)-[3-[4-[3-isopropyl-2-methylpyrazolo[4,3-b]pyridin-5-yl]pyrimidin-2-yl]aminocyclopentan-1-yl]aminocarboxylate C(C)(C)C=1N(N=C2C1N=C(C=C2)C2=NC(=NC=C2)N[C@@H]2C[C@H](CC2)NC(=O)OC(C)(C)C)C